N,N-bis(4-aminophenyl)methylamine NC1=CC=C(C=C1)N(C1=CC=C(C=C1)N)C